(S)-2,3-bis(5-fluoro-1-hydroxy-1,3-dihydrobenzo[C][1,2]oxaborole-6-carboxamido)propionic acid FC1=CC2=C(B(OC2)O)C=C1C(=O)N[C@H](C(=O)O)CNC(=O)C=1C(=CC2=C(B(OC2)O)C1)F